O[C@@H](C(C)(C)C)C1=CC=C(O1)C(=O)N1CC2(C3=CC(=CC=C13)NS(=O)(=O)C)CCC1(CC2)CC1 (S)-N-(1''-(5-(1-hydroxy-2,2-dimethylpropyl)furan-2-carbonyl)dispiro[cyclopropane-1,1'-cyclohexane-4',3''-indolin]-5''-yl)methanesulfonamide